OCCN1N=CC(=C1)NC=1N=CC2=C(N1)N(C(C(=C2)N2CCNC1=C(C=CC=C21)OC)=O)C 2-[[1-(2-hydroxyethyl)pyrazol-4-yl]amino]-6-(5-methoxy-3,4-dihydro-2H-quinoxalin-1-yl)-8-methylpyrido[2,3-d]pyrimidin-7-one